BrC1=CC(=C(C=C1F)S(=O)(=O)NC=1C(=C(NC1)C(=O)O)C)F 4-(4-bromo-2,5-difluorophenylsulfonamido)-3-methyl-1H-pyrrol-2-carboxylic acid